(3-(3-(4-(((1H-pyrrolo[2,3-b]pyridin-5-yl)amino)methyl)benzyl)isoxazol-5-yl)-2-aminopyridin-1-ium-1-yl)methyl hydrogen phosphate P(=O)(OC[N+]1=C(C(=CC=C1)C1=CC(=NO1)CC1=CC=C(C=C1)CNC=1C=C2C(=NC1)NC=C2)N)(O)[O-]